C(CCC)NC(CN1C(CCCC1)C=O)=O N-BUTYL-2-(2-FORMYLPIPERIDIN-1-YL)ACETAMIDE